((5-Bromopyridin-3-yl)methyl)-N,3,5-trimethylisoxazole-4-carboxamide BrC=1C=C(C=NC1)CN(C(=O)C=1C(=NOC1C)C)C